F[C@H](CC1=CC=CC=C1)O (R)-alpha-fluoro-phenethyl alcohol